5-(9-phenyl-9H-carbazole-3-yl)thiophene-2-formaldehyde C1(=CC=CC=C1)N1C2=CC=CC=C2C=2C=C(C=CC12)C1=CC=C(S1)C=O